2-(2-methylpyrimidin-4-yl)morpholine CC1=NC=CC(=N1)C1CNCCO1